3-mercapto-1-propyl-dimethylmethoxysilane tert-butyl-((3R,4R,6R)-6-((S)-1-(4-fluorophenyl)-1,2,3,4-tetrahydroisoquinoline-2-carbonyl)-4-hydroxytetrahydro-2H-pyran-3-yl)carbamate C(C)(C)(C)N(C(O)=O)[C@@H]1CO[C@H](C[C@H]1O)C(=O)N1[C@H](C2=CC=CC=C2CC1)C1=CC=C(C=C1)F.SCCCCO[SiH](C)C